C(C1CO1)OCCC[SiH]([SiH3])C γ-glycidoxypropylmethyldisilane